N-(2'-fluoro-4-((methylamino)methyl)-[1,1'-biphenyl]-2-yl)thiophene-2-sulfonamide FC1=C(C=CC=C1)C1=C(C=C(C=C1)CNC)NS(=O)(=O)C=1SC=CC1